N,N'-diphenyl-N,N'-di(2-naphthyl)-(1,1'-biphenyl)-4,4'-diamine C1(=CC=CC=C1)N(C1=CC=C(C=C1)C1=CC=C(C=C1)N(C1=CC2=CC=CC=C2C=C1)C1=CC=CC=C1)C1=CC2=CC=CC=C2C=C1